tert-butyl (3-carbamoyl-1-(2-((2-((3-chloro-2-fluorobenzyl)amino)-2-oxoethyl)((1-trityl-1H-imidazol-4-yl)methyl)amino)-2-oxoethyl)-1H-indazol-5-yl)carbamate C(N)(=O)C1=NN(C2=CC=C(C=C12)NC(OC(C)(C)C)=O)CC(=O)N(CC=1N=CN(C1)C(C1=CC=CC=C1)(C1=CC=CC=C1)C1=CC=CC=C1)CC(=O)NCC1=C(C(=CC=C1)Cl)F